OCCC#CC1=CC=CC=2N(C(N(C21)C)=O)C2C(NC(CC2)=O)=O 3-(4-(4-hydroxybut-1-yn-1-yl)-3-methyl-2-oxo-2,3-dihydro-1H-benzo[d]imidazol-1-yl)piperidine-2,6-dione